P(=O)([O-])([O-])[O-].[Ti+4].[Si+4].[Li+].P(=O)([O-])([O-])[O-].P(=O)([O-])([O-])[O-] lithium-silicon-titanium phosphate